C(CCC(=O)O)(=O)O.C(CCC(=O)O)(=O)O.N1CCNCC1 piperazine disuccinate